((7R)-7-Amino-2-azabicyclo[2.2.1]heptan-2-yl)(2-(1-(cyclopropylmethyl)-1H-indol-2-yl)-4-methoxy-3-methylpyrazolo[1,5-a]pyrazin-6-yl)methanone N[C@H]1C2N(CC1CC2)C(=O)C=2N=C(C=1N(C2)N=C(C1C)C=1N(C2=CC=CC=C2C1)CC1CC1)OC